CC(CCC1=CC=CC=C1)(C(C#CCCCCCC)C)O 3,4-Dimethyl-1-phenyldodecane-5-yn-3-ol